1,2,6-trimethyl-pyridinium C[N+]1=C(C=CC=C1C)C